ClC1=C(C=O)C(=CC=C1Cl)F 2,3-dichloro-6-fluorobenzaldehyde